(1-(2-bromophenyl)ethyl)-2-methylpropane-2-sulfonamide BrC1=C(C=CC=C1)C(C)CC(C)(S(=O)(=O)N)C